C1[C@@H]([C@@H]([C@H]([C@@H](O1)O[C@@H]2[C@H](O[C@H]([C@@H]([C@H]2O)O)O)CO)O)O)O The molecule is a glycosylglucose consisting of alpha-L-arabinopyranose and beta-D-glucopyranose residues joined in sequence by a (1->4) glycosidic bond. It derives from a beta-D-glucose and an alpha-L-arabinopyranose.